4-nitrophenyl ((1s,3s)-3-(piperidine-1-carbonyl)cyclobutyl) carbonate C(OC1=CC=C(C=C1)[N+](=O)[O-])(OC1CC(C1)C(=O)N1CCCCC1)=O